C(C)(C)C1=C(NC2=CC=C(C=C12)C1CCN(CC1)CC(=O)N(C)C)C1=CC=2N(C(=C1)C)N=CC2 2-(4-(3-isopropyl-2-(7-methylpyrazolo[1,5-a]pyridin-5-yl)-1H-indol-5-yl)piperidin-1-yl)-N,N-dimethylacetamide